C(C)C1(CN(CCO1)C1=NC(=NC=C1F)NC1=CC=C(C=C1)[SH2](=O)C=N)CC (4-{[4-(2,2-diethylmorpholin-4-yl)-5-fluoropyrimidin-2-yl]amino}phenyl)(imino)methyl-λ6-sulfanone